C[C@@]12CCC[C@H]1[C@@H]1CCC3=CCC=C[C@]3(C)[C@H]1CC2 androstan-1,4-diene